N-(5-(7-fluorobenzo[d][1,3]dioxol-5-yl)-1-(3-hydroxy-3-methylbutyl)-1H-pyrazolo[3,4-b]pyridin-3-yl)cyclobutanecarboxamide FC1=CC(=CC2=C1OCO2)C=2C=C1C(=NC2)N(N=C1NC(=O)C1CCC1)CCC(C)(C)O